Methyl 6-(1,4-dimethyl-1H-1,2,3-triazol-5-yl)-1-methyl-4-((3-methylpyridin-2-yl) (tetrahydro-2H-pyran-4-yl)methyl)-1,4-dihydropyrazolo[3',4':4,5]pyrrolo[3,2-b]pyridine-3-carboxylate CN1N=NC(=C1C=1C=C2C(=NC1)C1=C(N2C(C2CCOCC2)C2=NC=CC=C2C)C(=NN1C)C(=O)OC)C